3-(3,5-dimethylthiophene-2-carbonyl)-N-(5-methylthiazol-2-yl)thiazolidine-4-carboxamide CC1=C(SC(=C1)C)C(=O)N1CSCC1C(=O)NC=1SC(=CN1)C